C[N+](CCC[Si](OC)(OC)OC)(CCCCCCCCCCCCCCCCCC)C dimethyl-octadecyl-(3-trimethoxysilyl-propyl)-ammonium